ClCCC1=C(N=C2N(C1=O)CCCC2O)C 3-(2-chloroethyl)-6,7,8,9-tetrahydro-9-hydroxy-2-methyl-4H-pyrido[1,2-a]pyrimidine-4-one